ClC=1C(N(N=CC1NC[C@@]1(COCCC1)F)C=1C=NC(=CC1)S(=O)(=O)C1=C(C=CC(=C1)CC)OC(F)(F)F)=O (S)-4-chloro-2-(6-((5-ethyl-2-(trifluoromethoxy)phenyl)sulfonyl)pyridin-3-yl)-5-(((3-fluorotetrahydro-2H-pyran-3-yl)methyl)amino)pyridazin-3(2H)-one